FC1C(NC(C2=C1N=C(N=C2)SC)=O)=O 8-fluoro-2-(methylsulfanyl)-6H,8H-pyrido[4,3-d]pyrimidine-5,7-dione